Benzyl ((2S)-1-((1-(((S)-1-cyano-2-((R)-5,5-dimethyl-2-oxopyrrolidin-3-yl)ethyl)amino)-3-(4,4-difluorocyclohexyl)-1-oxopropan-2-yl)amino)-3-(naphthalen-1-yl)-1-oxopropan-2-yl)carbamate C(#N)[C@H](C[C@H]1C(NC(C1)(C)C)=O)NC(C(CC1CCC(CC1)(F)F)NC([C@H](CC1=CC=CC2=CC=CC=C12)NC(OCC1=CC=CC=C1)=O)=O)=O